C12CN(CC(CC1)N2)C2=NC(=NC1=C(C(=CC=C21)C2=CC(=CC1=CC=CC=C21)O)F)OC[C@H]2N(CCC2)CCCCC(=O)N [3-[(2S)-2-[[4-(3,8-diazabicyclo[3.2.1]octan-3-yl)-8-fluoro-7-(3-hydroxy-1-naphthyl)quinazolin-2-yl]oxymethyl]pyrrolidin-1-yl]propyl]acetamide